S(=O)(=O)(OCCOS(=O)(=O)C1=CC=C(C)C=C1)C1=CC=C(C)C=C1 1,2-ethylene ditosylate